O1C=CC2=C1C(=CC=C2)P(N(C2=CC=CC=C2)P(C2=CC=C(C=C2)[Si](CCCC)(CCCC)CCCC)C2=CC=C(C=C2)[Si](CCCC)(CCCC)CCCC)C2=CC=CC=1C=COC12 1,1-di(benzofuran-7-yl)-N-(bis(4-(tributylsilyl)phenyl)phosphaneyl)-N-phenylphosphanamine